2-Chloro-4-((S)-8-(4-(4-((1-(3-(((S)-2,6-dioxo-piperidin-3-yl)amino)-phenyl)piperidin-4-yl)-methyl)piperazine-1-carbonyl)phenyl)-3-methyl-2,8-diazaspiro[4.5]decan-2-yl)benzonitrile ClC1=C(C#N)C=CC(=C1)N1CC2(C[C@@H]1C)CCN(CC2)C2=CC=C(C=C2)C(=O)N2CCN(CC2)CC2CCN(CC2)C2=CC(=CC=C2)N[C@@H]2C(NC(CC2)=O)=O